(3S,7R,8aS)-3-(4-chlorobenzyl)-7-methoxyhexahydropyrrolo[1,2-a]pyrazine-1,4-dione ClC1=CC=C(C[C@@H]2NC([C@H]3N(C2=O)C[C@@H](C3)OC)=O)C=C1